1-(3-bromo-2,4-difluorophenyl)-N-[(2,4-dimethoxyphenyl)methyl]Carboxamide BrC=1C(=C(C=CC1F)C(NC=O)C1=C(C=C(C=C1)OC)OC)F